3,3'-(naphthalene-2,7-diyl)dibenzoate C1=C(C=CC2=CC=C(C=C12)C=1C=C(C(=O)[O-])C=CC1)C=1C=C(C(=O)[O-])C=CC1